N-((1S)-1-(4,4-difluorocyclohexyl)-2-((2-(methylcarbamoyl)-2-(6-oxo-5,7-diazaspiro[2.5]octan-5-yl)-2,3-dihydro-1H-inden-5-yl)amino)-2-oxoethyl)-1-methyl-1H-pyrazole-5-carboxamide FC1(CCC(CC1)[C@@H](C(=O)NC=1C=C2CC(CC2=CC1)(N1CC2(CC2)CNC1=O)C(NC)=O)NC(=O)C1=CC=NN1C)F